COC(=O)C=1N=NC=C(C1NC1=CC=C(C=C1)N1CCOCC1)C1=C(C=CC=C1F)Cl (2-chloro-6-fluorophenyl)-4-((4-morpholinophenyl)amino)pyridazine-3-carboxylic acid methyl ester